N,N-dimethyl-2-((3-exo)-3-((4-((5-methyl-1H-pyrazol-3-yl)amino)thieno[2,3-d]pyrimidin-2-yl)amino)-9-azabicyclo[3.3.1]nonan-9-yl)acetamide CN(C(CN1C2CC(CC1CCC2)NC=2N=C(C1=C(N2)SC=C1)NC1=NNC(=C1)C)=O)C